Dimethyl Diphosphonate P(=O)(OC)OP(=O)OC